(3R)-3-fluoro-4-methylpiperidine-4-ol hydrochloride Cl.F[C@@H]1CNCCC1(O)C